ClC=1C(=CC2=C(N=C(N=C2NC(C)C2=C(C(=CC=C2)C(F)F)F)C)N1)C1CCS(CC1)(=O)=O 4-(7-chloro-4-((1-(3-(difluoromethyl)-2-fluorophenyl)ethyl)amino)-2-methylpyrido[2,3-d]pyrimidin-6-yl)tetrahydro-2H-thiopyran 1,1-dioxide